FC=1C=C2C(=NC1C)NN=C2C 5-fluoro-3,6-dimethyl-1H-pyrazolo[3,4-b]pyridine